CC1=CC=C(C=C1)OC=C(C=CC1C(=CCCC1(C)C)C)C 1-methyl-4-((2-methyl-4-(2,6,6-trimethylcyclohex-2-en-1-yl)buta-1,3-dien-1-yl)oxy)benzene